OC1=C2N3[C@@]4(CCC3=C(C1=O)C(=O)NCC1=C(C=C(C=C1F)F)F)CCCCN(C2=O)C4 (6aR)-11-hydroxy-1,10-dioxo-N-(2,4,6-trifluorobenzyl)-1,3,4,5,6,7,8,10-octahydro-2,6a-methano[1,4]diazonino[9,1,2-cd]indolizine-9-carboxamide